COC(CCCC(C(=O)NC=1C=NC(=C(C1)SC)C#N)(C)O)=O (6R)-6-((6-cyano-5-(methylthio)pyridin-3-yl)amino)-5-hydroxy-5-methyl-6-oxohexanoic acid methyl ester